(2S)-2-(((2-(3-chlorophenyl)-1-(3-fluorophenyl)-2-methylpropoxy)carbonyl)amino)-3-cyclohexylpropanoic acid ClC=1C=C(C=CC1)C(C(OC(=O)N[C@H](C(=O)O)CC1CCCCC1)C1=CC(=CC=C1)F)(C)C